C1(CC1)C1=CC(=NN(C1=O)[C@H](C(=O)O)CC(C)C)CCN1CC(C1)F (S)-2-(5-cyclopropyl-3-(2-(3-fluoroazetidin-1-yl)ethyl)-6-oxopyridazin-1(6H)-yl)-4-methylpentanoic acid